methyl 4-(6-(4-((1H-indazol-5-yl)amino)pyrimidin-2-yl)-1H-indole-2-carboxamido)benzoate N1N=CC2=CC(=CC=C12)NC1=NC(=NC=C1)C1=CC=C2C=C(NC2=C1)C(=O)NC1=CC=C(C(=O)OC)C=C1